3-(3,5-dimethoxybenzyl)-8-(1-methyl-3-(trifluoromethyl)-1H-pyrazol-4-yl)-6-(hydroxymethyl)quinazolin-4(3H)-one COC=1C=C(CN2C=NC3=C(C=C(C=C3C2=O)CO)C=2C(=NN(C2)C)C(F)(F)F)C=C(C1)OC